(R)-4-(3-hydroxypyrrolidin-1-yl)-1-(4-methoxybenzyl)-6-(methoxymethoxy)-1H-indazole-7-carbonitrile O[C@H]1CN(CC1)C1=C2C=NN(C2=C(C(=C1)OCOC)C#N)CC1=CC=C(C=C1)OC